2-(3,5-dichloro-4-(4-hydroxy-3-isopropylbenzyl)-2-methylphenoxy)acetic acid ClC=1C(=C(OCC(=O)O)C=C(C1CC1=CC(=C(C=C1)O)C(C)C)Cl)C